COC(=O)C1CCC(CC1)C=1C=C2C(=NC(=NC2=CC1OCCOC)C)O (1R,4R)-4-(4-hydroxy-7-(2-methoxyethoxy)-2-methylquinazolin-6-yl)cyclohexane-1-carboxylic acid methyl ester